(1r,3r)-3-((5-(1-(2,2-difluoroethyl)-1H-benzo[d][1,2,3]triazol-6-yl)-4-methoxypyrrolo[2,1-f][1,2,4]triazin-2-yl)amino)-1-(trifluoromethyl)cyclobutan-1-ol FC(CN1N=NC2=C1C=C(C=C2)C=2C=CN1N=C(N=C(C12)OC)NC1CC(C1)(O)C(F)(F)F)F